N[C@](C(=O)O)(CC1=C(C=C(C=C1)B(O)O)C(F)F)C (S)-2-amino-3-(4-borono-2-(difluoromethyl)phenyl)-2-methylpropanoic acid